NC1CC(C2=C(C=CC=C12)Br)C(=O)OC methyl 3-amino-7-bromo-2,3-dihydro-1H-indene-1-carboxylate